3,4,7,8,9,10-hexahydrophenanthridine-1,6(2H,5H)-dione C1(CCCC=2NC(C=3CCCCC3C12)=O)=O